CN1C(=CC2=C1N=CN=C2C2=CC=CC=C2)P(C2=CC=C(C=C2)C)(C2=CC=C(C=C2)C)=O (7-methyl-4-phenyl-7H-pyrrolo[2,3-d]pyrimidin-6-yl)di-p-tolylphosphine oxide